2',5'-bis(azidomethyl)-[1,1':4',1''-terphenyl]-4,4''-dicarboxylic acid N(=[N+]=[N-])CC1=C(C=C(C(=C1)C1=CC=C(C=C1)C(=O)O)CN=[N+]=[N-])C1=CC=C(C=C1)C(=O)O